N-(8-(methylamino)-5-((5-(methylsulfonyl)pyridin-2-yl)ethynyl)-2,7-naphthyridin-3-yl)cyclopropanecarboxamide CNC=1N=CC(=C2C=C(N=CC12)NC(=O)C1CC1)C#CC1=NC=C(C=C1)S(=O)(=O)C